C(C)(C)(C)OC(=O)N1CC(CC1)(O)C1=C(C2=C(N=CN=C2Cl)N1C)I 3-{4-chloro-5-iodo-7-methyl-7H-pyrrolo[2,3-d]pyrimidin-6-yl}-3-hydroxypyrrolidine-1-carboxylic acid tert-butyl ester